C(#N)C1=C(C(=C(C(=C1)C(C)C)NC(=O)N=[S@](=O)(N)C1=CN=C(S1)C(C)(C)O)C(C)C)F (R)-N'-(4-cyano-3-fluoro-2,6-diisopropylphenylcarbamoyl)-2-(2-hydroxypropan-2-yl)thiazole-5-sulfonimidamide